CN1C[C@H]2NCC[C@H]2C1 (3aS,6aS)-5-methyl-octahydropyrrolo[3,4-b]Pyrrole